ClC=1C(=C2C=NN(C2=CC1C)C1OCCCC1)C=1C(=NN(C1C)C1CC2(CN(C2)C(=O)OC(C)(C)C)C1)N1C2(CCCC2)CNCC1 Tert-butyl 6-(4-(5-chloro-6-methyl-1-(tetrahydro-2H-pyran-2-yl)-1H-indazol-4-yl)-5-methyl-3-(6,9-diazaspiro[4.5]decan-6-yl)-1H-pyrazol-1-yl)-2-azaspiro[3.3]heptane-2-carboxylate